3,5-difluorobenzyl-aniline FC=1C=C(CNC2=CC=CC=C2)C=C(C1)F